OCC(=O)NC=1SC(=C(N1)C)CC1=CC=C(C=C1)C 2-hydroxy-N-(4-methyl-5-(4-methylbenzyl)thiazol-2-yl)acetamide